FC=1C=C2C=C(COC2=C(C1)F)C(=O)O 6,8-difluoro-2H-chromene-3-carboxylic acid